The molecule is dianion of 13(2)-carboxypyropheophorbide a arising from deprotonation of both carboxylic acid functions. It is a conjugate base of a 13(2)-carboxypyropheophorbide a. CCC1=C(C2=NC1=CC3=C(C4=C([C@@H](C(=C5[C@H]([C@@H](C(=CC6=NC(=C2)C(=C6C)C=C)N5)C)CCC(=O)[O-])C4=N3)C(=O)[O-])O)C)C